FC1=C(C=C(C(=C1)N1C[C@H](N([C@H](C1)C)C)C)NC(=O)C1=CNC(C=C1C(F)(F)F)=O)C1=CC2CCC(C1)N2C(=O)OC(C)(C)C |r| tert-butyl 3-[2-fluoro-5-[[6-oxo-4-(trifluoromethyl)-1H-pyridine-3-carbonyl]amino]-4-[rac-(3R,5S)-3,4,5-trimethylpiperazin-1-yl]phenyl]-8-azabicyclo[3.2.1]oct-2-ene-8-carboxylate